1-Bromoimidazo[1,5-a]pyrazin-8(7H)-one BrC=1N=CN2C1C(NC=C2)=O